ClC1=CC=C(C(=N1)C(=O)OC)N[C@H](C)C1=C2C=C(N(C(C2=CC(=C1)C)=O)C)C1=CC=CC=C1 (R)-methyl 6-chloro-3-(1-(2,7-dimethyl-1-oxo-3-phenyl-1,2-dihydroisoquinolin-5-yl)ethylamino)picolinate